2-((S)-4-(3-(difluoromethoxy)cyclobutyl)-2-((difluoromethoxy)methyl)piperazin-1-yl)thiazole-5-carboxamide FC(OC1CC(C1)N1C[C@H](N(CC1)C=1SC(=CN1)C(=O)N)COC(F)F)F